C(C)N1CCC(CC1)CNC(=O)C1=CC2=C(N3C(S2)=NC(=C3)C3=CC=C(C=C3)C(NC)=O)C=C1 N-((1-ethylpiperidin-4-yl)methyl)-2-(4-(methylcarbamoyl)phenyl)benzo[d]imidazo[2,1-b]thiazole-7-carboxamide